S1C(=NC=C1)CNC(=O)[C@H]1CN(CC[C@@H]1NC(=O)C1=NOC(=C1)C1=C(C=C(C=C1)F)F)C1CCCCC1 (3S,4S)-1-cyclohexyl-4-{[5-(2,4-difluoro-phenyl)-isoxazole-3-carbonyl]-amino}-piperidine-3-carboxylic acid (thiazol-2-ylmethyl)-amide